(S)-O-allyl-serine C(C=C)OC[C@H](N)C(=O)O